methoxy-N-methylpyrimidine-4-carboxamide COC1=NC=CC(=N1)C(=O)NC